ClC=1C=C(C=CC1)C1=NC(=NC=C1)NC1=CC(=C(C=C1)C(F)(F)F)N N1-(4-(3-chlorophenyl)pyrimidin-2-yl)-4-(trifluoromethyl)benzene-1,3-diamine